ethyl 3-(benzyl(5-isobutyl-4-(4-(thiophen-3-yl)phenyl)thiazol-2-yl)amino)propanoate C(C1=CC=CC=C1)N(CCC(=O)OCC)C=1SC(=C(N1)C1=CC=C(C=C1)C1=CSC=C1)CC(C)C